[NH4+].F[P-](F)(F)(F)(F)F.BrCC1=CC=C(C=C1)C(F)(F)F 1-(bromomethyl)-4-(trifluoromethyl)benzene hexafluorophosphate ammonium salt